(3R,4S,5R,6R)-4-((8-(benzo[d][1,3]dioxol-5-yloxy)octyl)oxy)-6-(hydroxymethyl)tetrahydro-2H-pyran-2,3,5-triol O1COC2=C1C=CC(=C2)OCCCCCCCCO[C@@H]2[C@H](C(O[C@@H]([C@H]2O)CO)O)O